C(=O)(OC(C)(C)C)NNC(C(F)(F)F)=O 1-BOC-2-trifluoroacetyl-hydrazine